BrC1=CC=C(C=C1)C12C(C3=NC=C(C=C3O1)Cl)(C1C(C2C2=CC=CC=C2)(C1)C(=O)[O-])O 5a-(4-bromophenyl)-3-chloro-7b-hydroxy-6-phenyl-5a,7,7a,7b-tetrahydrocyclopropa[4',5']cyclopenta[1',2':4,5]furo[3,2-b]pyridine-6a(6H)-carboxylate